4-{4-[3-(pyridin-2-yl)-1H-pyrazol-4-yl]pyridin-2-yl}-N-(tetrahydro-2H-pyran-4-yl)benzamide hydrate O.N1=C(C=CC=C1)C1=NNC=C1C1=CC(=NC=C1)C1=CC=C(C(=O)NC2CCOCC2)C=C1